N-(5-fluoro-2-methylphenyl)-2-(1H-imidazol-1-yl)-6-(piperidin-1-yl)pyrimidine-4-carboxamide FC=1C=CC(=C(C1)NC(=O)C1=NC(=NC(=C1)N1CCCCC1)N1C=NC=C1)C